3-(cyclohexylmethyl)nonyl acrylate C(C=C)(=O)OCCC(CCCCCC)CC1CCCCC1